Cl.NCC(C(=O)O)(C)C 3-amino-2,2-dimethyl-propionic acid hydrochloride